ClC1=NC=C(C=N1)NC=1N=CC=C2C=C(C=NC12)F N-(2-chloropyrimidin-5-yl)-3-fluoro-1,7-naphthyridin-8-amine